FC(C=1N=CC=2N(C1)C(=CN2)C2=NC=CC(=N2)N2CC(CC2)C2CCOCC2)F 6-(Difluoromethyl)-3-(4-(3-(tetrahydro-2H-pyran-4-yl)pyrrolidin-1-yl)pyrimidin-2-yl)imidazo[1,2-a]pyrazine